(5,6-dimethyl-3-(pyrimidin-2-yl)pyridin-2-yl)methanone CC=1C=C(C(=NC1C)C=O)C1=NC=CC=N1